3-amino-3-({1-[(2-ethylbutyryl)oxy]prop-2-yl}carbamoyl)propionic acid NC(CC(=O)O)C(NC(COC(C(CC)CC)=O)C)=O